BrC1=C(C=CC(=C1)F)CBr 2-bromo-1-(bromomethyl)-4-fluorobenzene